4-((3-chloro-6-(2,6-difluorophenyl)imidazo[1,2-b]pyridazin-8-yl)amino)-3-methylpiperidine-1-carboxylic acid tert-butyl ester C(C)(C)(C)OC(=O)N1CC(C(CC1)NC=1C=2N(N=C(C1)C1=C(C=CC=C1F)F)C(=CN2)Cl)C